COC1=CC(=C(C=C1)N1CN(C(C2=CC(=CC=C12)C(F)(F)F)=O)C=1C(=NC(=CC1)OC)C)C 1-(4-methoxy-2-methylphenyl)-3-(6-methoxy-2-methylpyridin-3-yl)-6-(trifluoromethyl)-2,3-dihydroquinazolin-4(1H)-one